NC1=NC=2C=C(C=CC2C2=C1N=C(N2)CCCC)CCCCCN(CCOCCOCCOCCOCCOCCOCCOCCOCCOCCOCCC(=O)O)C 39-(4-amino-2-butyl-1H-imidazo[4,5-c]quinolin-7-yl)-34-methyl-4,7,10,13,16,19,22,25,28,31-decaoxa-34-azanonatriacontanoic acid